N-(2,3-dihydro-1,4-benzoxazin-4-yl)-3-(2-hydroxypropan-2-yl)-6-methyl-7-(2,3,5-trifluoro-phenyl)pyrazolo[3,2-b][1,3]thiazole-2-carboxamide O1CCN(C2=C1C=CC=C2)NC(=O)C2=C(N1C(S2)=C(C(=N1)C)C1=C(C(=CC(=C1)F)F)F)C(C)(C)O